lithium zirconium lithium phosphate P(=O)([O-])([O-])[O-].[Li+].[Zr+4].[Li+].P(=O)([O-])([O-])[O-]